5-(10-(1-Naphthyl)-anthracen-9-yl)-dinaphtho[1,2-d:1',2'-d']benzo[1,2-b:5,4-b']difuran C1(=CC=CC2=CC=CC=C12)C1=C2C=CC=CC2=C(C2=CC=CC=C12)C1=CC2=C(C3=C(O2)C=C2OC4=C(C2=C3)C3=CC=CC=C3C=C4)C=4C=CC=CC14